(2R)-6-(2-Fluorophenyl)-2-methyl-2,3-dihydropyrazolo[5,1-b][1,3]oxazole-7-carboxylic acid FC1=C(C=CC=C1)C1=NN2C(O[C@@H](C2)C)=C1C(=O)O